ClC=1C=NC(=NC1)N1CC=2CNCC2C1 2-(5-Chloropyrimidin-2-yl)-1,2,3,4,5,6-hexahydropyrrolo[3,4-c]pyrrole